NCCC=C(C(=O)N)C (2-aminoethyl)methacrylamide